ClC1=C2CC[C@@]3(CCC=4C(=NC(=NC4C3)OC[C@H]3N(CCC3)C3COC3)N3C[C@@H](N(CC3)C(C(=C)F)=O)CC#N)C2=CC=C1 2-((S)-4-((R)-4-chloro-2'-(((S)-1-(oxetan-3-yl)pyrrolidin-2-yl)methoxy)-2,3,5',8'-tetrahydro-6'H-spiro[indene-1,7'-quinazolin]-4'-yl)-1-(2-fluoroacryloyl)piperazin-2-yl)acetonitrile